N-(4-((3-chloro-5-fluorobenzyl)oxy)phenyl)-5-fluoro-6-(1H-tetrazol-5-yl)benzofuran-3-carboxamide ClC=1C=C(COC2=CC=C(C=C2)NC(=O)C2=COC3=C2C=C(C(=C3)C3=NN=NN3)F)C=C(C1)F